4,5,6,7-tetrahydro-3aH-indene C=1C=CC2CCCCC12